S1C=NC(=C1)C1=NC=C(C=O)C=C1 6-(thiazol-4-yl)nicotinaldehyde